chloro(2-dicyclohexylphosphino-2',6'-dimethoxy-1,1'-biphenyl-2-yl)palladium Cl[Pd]C1(C(=CC=CC1)C1=C(C=CC=C1OC)OC)P(C1CCCCC1)C1CCCCC1